2-{imidazo[1,2-a]pyridin-3-yl}propan-2-amine N=1C=C(N2C1C=CC=C2)C(C)(C)N